4-(cyclopentylamino)-2-((2-methoxy-5-methyl-4-(1-methyl-1H-pyrazol-5-yl)phenyl)amino)-7H-pyrrolo[2,3-d]pyrimidine-5-carbonitrile C1(CCCC1)NC=1C2=C(N=C(N1)NC1=C(C=C(C(=C1)C)C1=CC=NN1C)OC)NC=C2C#N